(R) or (S)-1-isopropyl-5-oxo-pyrrolidine-3-carboxylic acid C(C)(C)N1C[C@@H](CC1=O)C(=O)O |o1:5|